para-benzoylphenylalanine C(C1=CC=CC=C1)(=O)C1=CC=C(C[C@H](N)C(=O)O)C=C1